C(C1=CC=CC=C1)[Al]CC1=CC=CC=C1 dibenzyl-aluminium